5-Methyl-1H-pyrazole-3-carboxylic acid (4-hydroxy-phenyl)-amide OC1=CC=C(C=C1)NC(=O)C1=NNC(=C1)C